BrC1=CC=C(N)C=C1 (-)-para-bromoaniline